CN1CCN(CC1)CCCCCC(=O)N 6-(4-methylpiperazin-1-yl)hexanamide